Methyl 7-chloro-3-(2-chloro-5-(trifluoromethyl)pyrimidin-4-yl)-1H-indole-6-carboxylate ClC=1C(=CC=C2C(=CNC12)C1=NC(=NC=C1C(F)(F)F)Cl)C(=O)OC